Ethyl ((4-chlorophenoxy) (4-nitrophenoxy) phosphoryl)-L-alaninate ClC1=CC=C(OP(=O)(OC2=CC=C(C=C2)[N+](=O)[O-])N[C@@H](C)C(=O)OCC)C=C1